C(C)(C)(C)OC#CCC (tert-butoxy)-1-butyne